C(#N)C1=C(C=C(C(=C1)[N+](=O)[O-])OC)/N=C/N(C)C (E)-N'-(2-cyano-5-methoxy-4-nitrophenyl)-N,N-dimethylformamidine